[O-]P([O-])(=O)OP(=O)([O-])[O-].[Mg+2].[Mg+2].[Mg+2] trimagnesium diphosphate